The molecule is a tripeptide that consists of N(6)-lysyl-lysyl-lysinamide where the two side-chain amino functions are acylated by 4-(indol-3-yl)butanoyl and 6-[(5-nitro-2-furoyl)amino]hexanoyl groups. It is a tripeptide, a C-nitro compound, a member of furans and a member of indoles. C1=CC=C2C(=C1)C(=CN2)CCCC(=O)NCCCCC(C(=O)N)NC(=O)C(CCCCNC(=O)C(CCCCNC(=O)CCCCCNC(=O)C3=CC=C(O3)[N+](=O)[O-])N)N